OC[C@]1([C@H](N(C=2N=C(N=CC21)NC2=CC(=C(C=C2)N2CCN(CC2)C)C)C2=CC=CC(=N2)N=S(=O)(C)C)C)C ((6-((5R,6R)-5-(hydroxymethyl)-5,6-dimethyl-2-((3-methyl-4-(4-methylpiperazin-1-yl)phenyl)amino)-5,6-dihydro-7H-pyrrolo[2,3-d]pyrimidin-7-yl)pyridin-2-yl)imino)dimethyl-λ6-sulfanone